ClC1=C(C(=C(C=C1OC)OC)Cl)C1=CC2=C(N=C(N=C2)N[C@H]2[C@H](COC2)NC(C=C)=O)C(=N1)OC N-((3R,4S)-4-((6-(2,6-dichloro-3,5-di-methoxyphenyl)-8-methoxypyrido[3,4-d]pyrimidin-2-yl)amino)tetrahydro-furan-3-yl)acrylamide